5-{4-amino-5-[(4,4-difluoropiperidin-1-yl)methyl]pyrrolo[2,1-f][1,2,4]triazin-7-yl}-N-[(3R,4S)-4-fluoro-1-(3-fluoropyridine-4-carbonyl)pyrrolidin-3-yl]-2-methoxypyridine-3-carboxamide NC1=NC=NN2C1=C(C=C2C=2C=C(C(=NC2)OC)C(=O)N[C@@H]2CN(C[C@@H]2F)C(=O)C2=C(C=NC=C2)F)CN2CCC(CC2)(F)F